(2S,3R,5R)-3-(((2-(2-(3,4-dihydroxyphenyl)-2-oxoethyl)hydrazinecarbonyl)oxy)methyl)-3-methyl-7-oxo-4-thia-1-azabicyclo[3.2.0]heptane-2-carboxylic acid 4,4-dioxide OC=1C=C(C=CC1O)C(CNNC(=O)OC[C@]1([C@@H](N2C(C[C@H]2S1(=O)=O)=O)C(=O)O)C)=O